C(C)(C)(C)C(=O)NC(CO)(CO)CO N-t-butylcarbonyl-1,1-bis(hydroxymethyl)-2-hydroxyethylamine